pentamethylcyclopentadienyl(1-n-butylindenyl)hafnium CC1=C(C(=C(C1([Hf]C=1C(C2=CC=CC=C2C1)CCCC)C)C)C)C